N6-(3-(difluoromethyl)-2-fluorophenyl)-1H-pyrazolo[3,4-d]pyrimidine-3,6-diamine FC(C=1C(=C(C=CC1)NC1=NC=C2C(=N1)NN=C2N)F)F